indium phosphate tert-Butyl-3-(1',2'-dihydrospiro[cyclopropane-1,3'-pyrrolo[2,3-b]pyridin]-5'-yl)-5-(3-methyl-1H-pyrazol-4-yl)-1H-indole-1-carboxylate C(C)(C)(C)OC(=O)N1C=C(C2=CC(=CC=C12)C=1C(=NNC1)C)C=1C=C2C(=NC1)NCC21CC1.P(=O)([O-])([O-])[O-].[In+3]